[(2R)-2-[(1R)-1-hydroxyethyl]-2-methyl-pyrrolidin-1-yl]-[8-methoxy-9-(2-methyltetrazol-5-yl)-1-(2-thienyl)-5,6-dihydropyrrolo[2,1-a]isoquinolin-3-yl]methanone O[C@H](C)[C@@]1(N(CCC1)C(=O)C1=CC(=C2N1CCC1=CC(=C(C=C21)C=2N=NN(N2)C)OC)C=2SC=CC2)C